1,3,4,5-tetrahydrobenzo[cd]indole N1C=C2C=3C(=CC=CC13)CCC2